C(#N)C(C12CC(C1)(C2)N2C(N1[C@@H](CN(CC1)C(=O)OCCCC)C2)=O)O[Si](C)(C)C butyl (8aR)-2-(3-(cyano((trimethylsilyl)oxy)methyl)bicyclo[1.1.1]pentan-1-yl)-3-oxohexahydroimidazo[1,5-a]pyrazine-7(1H)-carboxylate